O=C1NC=2C=CC(=NC2C=C1)C(=O)N 6-oxo-5,6-dihydro-1,5-naphthyridine-2-carboxamide